3-(1-methyl-7-oxo-3-propyl-6,7-dihydro-1H-pyrazolo[4,3-d]pyrimidin-5-yl)-N-[2-(1-methylpyrrolidin-2-yl)ethyl]-4-propoxybenzenesulfonamide CN1N=C(C=2N=C(NC(C21)=O)C=2C=C(C=CC2OCCC)S(=O)(=O)NCCC2N(CCC2)C)CCC